N-(cis-2-((2'-chlorobiphenyl-3-yl)methyl)-1-isobutyrylpyrrolidin-3-yl)methanesulfonamide ClC1=C(C=CC=C1)C1=CC(=CC=C1)C[C@@H]1N(CC[C@@H]1NS(=O)(=O)C)C(C(C)C)=O